C(C)(C)(C)C1=NN=C(O1)C(=O)NC1CN(CCC2=C1C=CC(=C2)C2=NC(=NC=C2)NC=2C=NN(C2)C)C2COCC2 5-(tert-butyl)-N-(7-(2-((1-methyl-1H-pyrazol-4-yl)amino)pyrimidin-4-yl)-3-(tetrahydrofuran-3-yl)-2,3,4,5-tetrahydro-1H-benzo[d]azepin-1-yl)-1,3,4-oxadiazole-2-carboxamide